FC(C(=O)O)(F)F.C(C1=CN=CC=C1)#N nicotinonitrile 2,2,2-trifluoroacetate